C(C=C)(=O)N1[C@H](CN(CC1)C=1C2=C(N=C(N1)N1CC(C1)N(C)C)CN(C2)[C@H]2CC1=CC=CC3=CC=CC2=C13)CC#N 2-((S)-1-acryloyl-4-(6-((S)-1,2-dihydroacenaphthylen-1-yl)-2-(3-(dimethylamino)azetidin-1-yl)-6,7-dihydro-5H-pyrrolo[3,4-d]pyrimidin-4-yl)piperazin-2-yl)acetonitrile